2-(6-{5-chloro-2-[(oxacyclohex-4-yl)amino]pyrimidin-4-yl}-1-oxo-2,3-dihydro-1H-isoindol-2-yl)-N-methyl-N-(1-methylcyclopentyl)acetamide ClC=1C(=NC(=NC1)NC1CCOCC1)C1=CC=C2CN(C(C2=C1)=O)CC(=O)N(C1(CCCC1)C)C